BrC=1SC(=CC1OCCCCCCC)Br 2,5-dibromo-3-(heptyloxy)thiophene